NC1=C(C(=O)NCCC)C(=CC=C1)I 2-amino-N-propyl-6-iodobenzamide